N-[(1S)-2-chloro-1-(2-chlorothiazol-5-yl)ethyl]-2-methyl-propane-2-sulfinamide ClC[C@H](C1=CN=C(S1)Cl)NS(=O)C(C)(C)C